BrC1=CC=CC(=N1)N1C[C@H](O[C@H](C1)C)C (2R,6S)-4-(6-bromo-2-pyridyl)-2,6-dimethyl-morpholine